C(C)O[Si](CCCOCCC(=O)O)(OCC)OCC 3-(3-(triethoxysilyl)propoxy)propionic acid